N1C(=NC2=C1C=CC=C2)C2(C(N(C1=CC=CC=C21)C)=O)C2=C(C=CC=C2O)F 3-(1H-Benzo[d]imidazol-2-yl)-3-(2-fluoro-6-hydroxyphenyl)-1-methylindolin-2-one